n-butyl α-methallyloxymethylacrylate C(C(C)=C)OCC(C(=O)OCCCC)=C